C1(CCCC1)C(=O)N1CCN(CC1)C1=CC(=CC=C1)[C@](C1=CC=C(C=C1)C(C)C)(O)C1(CN(C1)C)C Cyclopentyl-(4-{3-[(S)-(1,3-dimethyl-azetidin-3-yl)-hydroxy-(4-isopropyl-phenyl)-methyl]-phenyl}-piperazin-1-yl)-methanone